9-(4-(3-(azetidin-1-yl)-5-methyl-1H-pyrazol-1-yl)benzyl)-2-(2-isopropylpyridin-3-yl)-7,9-dihydro-8H-purin-8-one N1(CCC1)C1=NN(C(=C1)C)C1=CC=C(CN2C3=NC(=NC=C3NC2=O)C=2C(=NC=CC2)C(C)C)C=C1